1,3-Dibutyl-imidazolium chlorid [Cl-].C(CCC)N1C=[N+](C=C1)CCCC